BrC1=CC=C(C=C1)C1=COC=C1 3-(4'-bromophenyl)furan